N-pyrimidin-4-yl-6-[[rac-(1S,2S,4S)-2-(dimethylamino)-4-[3-(trifluoromethoxy)phenyl]-cyclohexyl]amino]pyridine-3-sulfonamide formate salt C(=O)O.N1=CN=C(C=C1)NS(=O)(=O)C=1C=NC(=CC1)N[C@@H]1[C@H](C[C@H](CC1)C1=CC(=CC=C1)OC(F)(F)F)N(C)C |r|